3,5-Dioxo-N-(4-((4-(4-propylpiperidin-1-yl)phenyl)amino)benzyl)piperazine-1-carboxamide O=C1CN(CC(N1)=O)C(=O)NCC1=CC=C(C=C1)NC1=CC=C(C=C1)N1CCC(CC1)CCC